C(C)(C)(C)OC(=O)N1[C@](C[C@H](CC1)NC([C@H](CC)NC(=O)OC(C)(C)C)=O)(C(=O)O)CCCCB1OC(C(O1)(C)C)(C)C (2R,4S)-1-(tert-butoxycarbonyl)-4-((S)-2-((tert-butoxycarbonyl)amino)butanamido)-2-(4-(4,4,5,5-tetramethyl-1,3,2-dioxaborolan-2-yl)butyl)piperidine-2-carboxylic acid